COC(=O)C1=CC=C2\C(\C(NC2=C1)=O)=C(\C1=CC=CC=C1)/NC=1C=C2CC(C(N(C2=CC1)C)=O)N1CCN(CC1)C Methyl-(E)-3-(((1-methyl-3-(4-methylpiperazin-1-yl)-2-oxo-1,2,3,4-tetrahydroquinolin-6-yl) amino) (phenyl) methylene)-2-oxindole-6-carboxylate